FC1=C(CCN(C1)S(=O)(=O)C)COC=1C(C=C(OC1)CN1CC2=CC=CC=C2C1)=O 5-((5-fluoro-1-(methylsulfonyl)-1,2,3,6-tetrahydropyridin-4-yl)methoxy)-2-(isoindolin-2-ylmethyl)-4H-pyran-4-one